FC1=C(C=C(C=C1)OC(F)(F)F)N1CC2=C(CCC1)C=C(C=C2)CCC(=O)OCC ethyl 3-(2-(2-fluoro-5-(trifluoromethoxy)phenyl)-2,3,4,5-tetrahydro-1H-benzo[c]azepin-7-yl)propanoate